trans-N-(4-(4-(methylsulfonyl)phenoxy)cyclohexyl)-5-(2,5-dimethylphenoxy)-2,2-dimethyl-pentanamide CS(=O)(=O)C1=CC=C(O[C@@H]2CC[C@H](CC2)NC(C(CCCOC2=C(C=CC(=C2)C)C)(C)C)=O)C=C1